3-methylenehexahydro-2,5-methanocyclopenta[c]pyridin-4(3H)-one C=C1C(C2C3CN1CC2CC3)=O